C(C1=CC=CC=C1)C=1C=NC(=NC1)CCC=O 3-(5-benzyl-pyrimidin-2-yl)propanal